3-ethylheptyl-4-methylbenzene-1-sulfonic acid C(C)C(CCC1=C(C=CC(=C1)C)S(=O)(=O)O)CCCC